N-{(2S,3R)-4,4-difluoro-2-[(2-fluoro[1,1'-biphenyl]-3-yl)methyl]pyrrolidin-3-yl}cyclopropanesulfonamide hydrochloride Cl.FC1([C@@H]([C@@H](NC1)CC=1C(=C(C=CC1)C1=CC=CC=C1)F)NS(=O)(=O)C1CC1)F